4-((S or R)-2-(3-aminopropoxy)-4-((1R,5S)-3,8-diazabicyclo[3.2.1]octan-3-yl)-6-chloro-8-fluoro-quinazolin-7-yl)naphthalen-2-ol dihydrochloride Cl.Cl.NCCCOC1=NC2=C(C(=C(C=C2C(=N1)N1C[C@H]2CC[C@@H](C1)N2)Cl)C2=CC(=CC1=CC=CC=C21)O)F